2-(8-cyclopropyl-2-methylimidazo[1,2-a]pyridin-6-yl)-7-[(3R,5S)-3,5-dimethylpiperazin-1-yl]-4H-pyrido[1,2-a]pyrimidin-4-one C1(CC1)C=1C=2N(C=C(C1)C=1N=C3N(C(C1)=O)C=C(C=C3)N3C[C@H](N[C@H](C3)C)C)C=C(N2)C